BrC=1N=C2N(C=CC(=C2)Br)C1 2,7-dibromoimidazo[1,2-a]pyridine